4,5-dihydroisoxazole-3,5-dicarboxamide O1N=C(CC1C(=O)N)C(=O)N